D-1-phenyl-1,2-ethylene glycol C1(=CC=CC=C1)[C@H](CO)O